ClC=1C(=NC(=NC1)NC=1C=C(C(=O)N[C@@H]2CNCCC2)C=CC1)NCC1=CC(=CC=C1)F (S)-3-({5-chloro-4-[(3-fluorobenzyl)amino]pyrimidin-2-yl}amino)-N-(piperidin-3-yl)benzamide